FC1=C(C=C(C(=C1)N1C[C@H](N([C@H](C1)C)C)C)NC(=O)C1=CNC(C=C1C(F)(F)F)=O)C=1CN(CC1)C(=O)OCC(C)C |r| 2-methylpropyl 3-[2-fluoro-5-[[6-oxo-4-(trifluoromethyl)-1H-pyridine-3-carbonyl]amino]-4-[rac-(3R,5S)-3,4,5-trimethylpiperazin-1-yl]phenyl]-2,5-dihydropyrrole-1-carboxylate